N-((S)-chroman-4-yl)-7-fluoro-4-((1R,3S)-3-fluorocyclobutyl)-8-(2,3,5-trifluorophenyl)quinoline-3-carboxamide tert.Butylperbenzoat C(C)(C)(C)OOC(C1=CC=CC=C1)=O.O1CC[C@@H](C2=CC=CC=C12)NC(=O)C=1C=NC2=C(C(=CC=C2C1C1CC(C1)F)F)C1=C(C(=CC(=C1)F)F)F